6-Methyl-2-(1-methyl-1H-pyrazol-4-yl)-1'-(pyrimidin-4-yl)-1-vinyl-3,6-dihydro-7H-spiro[dipyrrolo[2,3-b:3',2'-d]pyridine-8,4'-piperidin]-7-one, trifluoroacetate salt FC(C(=O)O)(F)F.CN1C(C2(CCN(CC2)C2=NC=NC=C2)C2=C3C(=NC=C21)NC(=C3C=C)C=3C=NN(C3)C)=O